C(C)N1C2=CC(=CC=C2C=2C=C(C=CC12)CNC)C=1N=CSC1 1-(9-ethyl-7-(thiazol-4-yl)-9H-carbazol-3-yl)-N-methylmethanamine